3-chloro-2-(2-chloroethoxy)-5-(2-(4-((2-(4-(1-(piperidin-4-ylmethyl)piperidin-4-yl)piperazin-1-yl)pyrimidin-4-yl)methoxy)phenyl)propan-2-yl)benzonitrile trifluoroacetate FC(C(=O)O)(F)F.ClC=1C(=C(C#N)C=C(C1)C(C)(C)C1=CC=C(C=C1)OCC1=NC(=NC=C1)N1CCN(CC1)C1CCN(CC1)CC1CCNCC1)OCCCl